ClC1=C(C#N)C=CC(=C1)N1CC2(CC1)CCN(CC2)C2=CC=C(C=C2)C(=O)N2CC1(C2)CN(C1)C1CCN(CC1)C=1C=C2C(N(C(C2=CC1)=O)C1C(NC(CC1)=O)=O)=O 2-chloro-4-(8-(4-(6-(1-(2-(2,6-dioxopiperidin-3-yl)-1,3-dioxoisoindolin-5-yl)piperidin-4-yl)-2,6-diazaspiro[3.3]heptane-2-carbonyl)phenyl)-2,8-diazaspiro[4.5]decan-2-yl)benzonitrile